silicon tungsten disulfide [W](=S)=S.[Si]